(8aS)-2-[4-chloro-2-(trifluoromethyl)phenyl]-1,5,6,7,8,8a-hexahydroimidazo[1,5-a]pyrazin-3-one ClC1=CC(=C(C=C1)N1C(N2[C@@H](CNCC2)C1)=O)C(F)(F)F